sulfosuccinimidyl 6-(3-[2-pyridyldithio]-propionamido)hexanoate N1=C(C=CC=C1)SSCCC(=O)NCCCCCC(=O)ON1C(C(CC1=O)S(=O)(=O)O)=O